C(C)OC(=O)N1CC=CC2=CC=CC=C12 1-ethoxycarbonyl-1,2-dihydroquinoline